[Cl-].C(C)(C)C1=C(C(=CC=C1)C(C)C)C=1NC=C[NH+]1 2,6-diisopropylphenyl-imidazolium chloride